(3S)-3-(4,4'-difluoro-2',5,6'-trimethylbiphenyl-3-yl)-3-(2-(5-(2-(dimethylamino)ethyl)-2-oxo-4-(trifluoromethyl)pyridin-1(2H)-yl)-5-methylhexanamido)propanoic Acid FC1=C(C=C(C=C1C)C1=C(C=C(C=C1C)F)C)[C@H](CC(=O)O)NC(C(CCC(C)C)N1C(C=C(C(=C1)CCN(C)C)C(F)(F)F)=O)=O